6-bromotriazolo[1,5-a]pyridine BrC=1C=CC=2N(C1)N=NC2